C12COCC(CCC1)N2C=2SC1=C(N2)C(=C(C=C1)F)OCC(=O)NCCCCCCCCCCC(=O)NC1=CC=C(C=C1)C1C(NC(CC1)=O)=O 11-(2-((2-(3-oxa-9-azabicyclo[3.3.1]-nonan-9-yl)-5-fluorobenzo[d]thiazol-4-yl)oxy)acetamido)-N-(4-(2,6-dioxo-piperidin-3-yl)phenyl)undecanamide